5-(4-acetyl-piperazin-1-yl)-2-isopropyl-7-((R)-1-quinolin-3-yl-ethylamino)-2H-pyrazolo[4,3-d]pyrimidine-3-carbonitrile C(C)(=O)N1CCN(CC1)C=1N=C(C=2C(N1)=C(N(N2)C(C)C)C#N)N[C@H](C)C=2C=NC1=CC=CC=C1C2